benzo[b]thiophene-2-carboxylic acid benzyl ester C(C1=CC=CC=C1)OC(=O)C1=CC2=C(S1)C=CC=C2